CC(C(=O)OC)(C)OC=C(CCCCCCCCC)C methyl 2-methyl-2-((2-methylundec-1-en-1-yl)oxy)propanoate